NC1=C2C(=NC=N1)N(N=C2C2=C(C=C(C=C2)OC2=CC=CC=C2)F)[C@H]2CN(CCC2)C(CC#N)=O (R)-3-(3-(4-amino-3-(2-fluoro-4-phenoxyphenyl)-1H-pyrazolo[3,4-d]pyrimidin-1-yl)piperidin-1-yl)-3-oxopropanenitrile